1-(2,3-Dihydrocyclopenta[b]indol-4(1H)-yl)naphthalen-2-ol C1CCC=2N(C=3C=CC=CC3C21)C2=C(C=CC1=CC=CC=C21)O